((1S,6R,7S)-3-(3-(2-chloro-3-(oxazol-2-yl)phenyl)-1H-pyrazolo[3,4-b]pyrazin-6-yl)-7-(5-methylisoxazol-3-yl)-3-azabicyclo[4.1.0]heptan-7-yl)methanamine ClC1=C(C=CC=C1C=1OC=CN1)C1=NNC2=NC(=CN=C21)N2C[C@@H]1[C@]([C@@H]1CC2)(C2=NOC(=C2)C)CN